C(#CCCCCCCCC)C=1C=CC(=C(C=O)C1)OC(F)(F)F 5-(1-decyn-1-yl)-2-(trifluoromethoxy)benzaldehyde